(S)-6-((4-(6-((4-chloro-2-fluorobenzyl)oxy)-3,5-difluoropyridin-2-yl)piperidin-1-yl)methyl)-7-(oxetan-2-ylmethyl)-7H-imidazo[4,5-c]pyridazine-3-carboxylic acid ethyl ester C(C)OC(=O)C1=CC2=C(N=N1)N(C(=N2)CN2CCC(CC2)C2=NC(=C(C=C2F)F)OCC2=C(C=C(C=C2)Cl)F)C[C@H]2OCC2